CN1C([C@H](C2=C(C3=C1C=CC=C3)C=CC=C2)NC(CC)=O)=O N-[(7S)-5-methyl-6-oxo-7H-benzo[d][1]benzazepin-7-yl]propanamide